CS(=O)CCOC(C=C)=O acryloyloxyethyl methyl sulfoxide